ClC1=CC=C(C=C1)C1=NC=CC=C1C(=O)NC[C@]1(NC(NC1=O)=O)C1CC1 2-(4-chlorophenyl)-N-{[(4R)-4-cyclopropyl-2,5-dioxoimidazolidin-4-yl]methyl}pyridine-3-carboxamide